(E)-6-chloro-5-(((2,4-dimethoxybenzyl)imino)methyl)-N-(4-(methoxy-d3)phenyl)-2-(methylthio)pyrimidin-4-amine ClC1=C(C(=NC(=N1)SC)NC1=CC=C(C=C1)OC([2H])([2H])[2H])/C=N/CC1=C(C=C(C=C1)OC)OC